2-(5-chloro-2H-benzotriazol-2-yl)-6-(1,1-dimethylethyl)-4-methylphenol ClC1=CC=2C(=NN(N2)C2=C(C(=CC(=C2)C)C(C)(C)C)O)C=C1